COC(=O)C=1SC(=C(N1)C)OC1=C(C=C(C=C1)N1N=CN(C1=O)CC1=NC=CC(=C1)Cl)F 5-(4-(4-((4-chloropyridin-2-yl)methyl)-5-oxo-4,5-dihydro-1H-1,2,4-triazol-1-yl)-2-fluorophenoxy)-4-methylthiazole-2-carboxylic acid methyl ester